1-[6-[tert-butyl(dimethyl)silyl]oxy-1-chloro-2-naphthyl]-3-[[2-(2,6-dioxo-3-piperidyl)-1-oxo-isoindolin-5-yl]methyl]urea [Si](C)(C)(C(C)(C)C)OC=1C=C2C=CC(=C(C2=CC1)Cl)NC(=O)NCC=1C=C2CN(C(C2=CC1)=O)C1C(NC(CC1)=O)=O